7-fluoro-5-(2-methoxyethyl)chroman-8-carbonitrile FC1=CC(=C2CCCOC2=C1C#N)CCOC